2-[(1-n-butylhexyl)oxy]ethanol C(CCC)C(CCCCC)OCCO